8-amino-1,2,3,5,6,7-hexahydrodicyclopenta[b,e]pyridine 4-oxide NC1=C2C(=[N+](C3=C1CCC3)[O-])CCC2